1-[1-[4-(1-amino-2,2,2-trifluoro-ethyl)phenyl]pyrazol-3-yl]-3-[(4S)-8-chlorochroman-4-yl]urea NC(C(F)(F)F)C1=CC=C(C=C1)N1N=C(C=C1)NC(=O)N[C@H]1CCOC2=C(C=CC=C12)Cl